ethyl 2-((2S,3R)-3-((tert-butyldimethylsilyl)oxy)-2-(cyclopentyloxy)-3-(3,5-dimethoxy-4-methylphenyl)propyl)-6-(dimethylamino)benzo[d]thiazole-4-carboxylate [Si](C)(C)(C(C)(C)C)O[C@@H]([C@H](CC=1SC=2C(N1)=C(C=C(C2)N(C)C)C(=O)OCC)OC2CCCC2)C2=CC(=C(C(=C2)OC)C)OC